1-Ethyl-7-methyl-5-oxo-1,2,3,5-tetrahydroimidazo[2,1-b]quinazoline-9-carbaldehyde C(C)N1CCN2C1=NC1=C(C=C(C=C1C2=O)C)C=O